C1NCCC2=CC(=CC=C12)C(=O)N 1,2,3,4-tetrahydroisoquinoline-6-carboxamide